C(C1=CC=CC=C1)N1C=NC2=C(C1=O)C1=C(S2)CCC1 3-benzyl-6,7-dihydro-3H-cyclopenta[4,5]thieno[2,3-d]pyrimidin-4(5H)-one